C(=C)C1OCCC(O1)C=C 2,4-divinyl-1,3-dioxane